C(C)(C)N1N=C(N=C1C1C2CC(CC12)=O)C=1C=NC=C(C1)C(F)(F)F 6-[2-isopropyl-5-[5-(trifluoromethyl)-3-pyridinyl]-1,2,4-triazol-3-yl]bicyclo[3.1.0]hexan-3-one